(2r,5s)-5-[2-(4-chloro-3-fluorophenoxy)acetamido]-2-{3-[2-(trifluoromethoxy)ethoxy]azetidine-1-carbonyl}piperidine-1-carboxylic acid tert-butyl ester C(C)(C)(C)OC(=O)N1[C@H](CC[C@@H](C1)NC(COC1=CC(=C(C=C1)Cl)F)=O)C(=O)N1CC(C1)OCCOC(F)(F)F